C(C=C)(=O)OCCC#N cyanoEthyl acrylate